C(C)C=1C(NC=2C=C(C=NC2C1)CN1CC2N(C(C1)C2)C=2C=CC(=NC2)C(=O)NC)=O 5-(3-((7-ethyl-6-oxo-5,6-dihydro-1,5-naphthyridin-3-yl)methyl)-3,6-diazabicyclo[3.1.1]heptan-6-yl)-N-methylpicolinamide